ethyl rac-3-(2-chloro-4-(trifluoromethoxy)phenyl)-5-methyl-5-(trifluoromethyl)-4,5-dihydrofuran-2-carboxylate ClC1=C(C=CC(=C1)OC(F)(F)F)C1=C(O[C@](C1)(C(F)(F)F)C)C(=O)OCC |r|